4-((1R,4R)-5-(tert-Butoxycarbonyl)-2,5-diazabicyclo[2.2.1]heptan-2-yl)-2-(hydroxymethyl)benzoic acid C(C)(C)(C)OC(=O)N1[C@H]2CN([C@@H](C1)C2)C2=CC(=C(C(=O)O)C=C2)CO